C(CCCCCCC\C=C/C[C@H](O)CCCCCC)(=O)[O-].[Zn+2].N1C(=NCC1)C(C)C.C(CCCCCCC\C=C/C[C@H](O)CCCCCC)(=O)[O-] 2-(2-imidazoline-2-yl)propane zinc ricinoleate salt